di(4-aminophenyl)methane NC1=CC=C(C=C1)CC1=CC=C(C=C1)N